(5-(1,1-difluoro-2-morpholinoethyl)-2-(piperidin-1-yl)phenyl)-2-(1H-pyrazol-4-yl)thiazole-4-carboxamide natrium hydroxide [OH-].[Na+].FC(CN1CCOCC1)(F)C=1C=CC(=C(C1)C1=C(N=C(S1)C=1C=NNC1)C(=O)N)N1CCCCC1